(3aR,6aS)-2-(1-adamantylmethyl)-5-[[6-(2-chloro-5-fluoro-phenyl)pyridazin-3-yl]oxymethyl]-3,3a,4,5,6,6a-hexahydro-1H-cyclopenta[c]pyrrole C12(CC3CC(CC(C1)C3)C2)CN2C[C@@H]3[C@H](C2)CC(C3)COC=3N=NC(=CC3)C3=C(C=CC(=C3)F)Cl